BrCCCC1=CC=C(OCC2CCN(CC2)C(=O)OC(C)(C)C)C=C1 tert-Butyl 4-[[4-(3-bromopropyl)phenoxy]methyl]piperidine-1-carboxylate